(R)-3-chloro-N-(1-(2-methyl-3-(trifluoromethyl)phenyl)ethyl)-8,9-dihydroimidazo[1,2-a]pyrido[4,3-e]pyrimidin-5-amine ClC1=CC=2C(=NC=3N(C2C=N1)CCN3)N[C@H](C)C3=C(C(=CC=C3)C(F)(F)F)C